(1Z)-2-(2,5-dihydroxyphenyl)ethenyl-formamide OC1=C(C=C(C=C1)O)\C=C/NC=O